sulfur nickel sulfide [Ni]=S.[S]